N-(benzo[d][1,3]dioxol-5-ylmethyl)-4-(6-methoxy-7-(3-(4-methylpiperazin-1-yl)propoxy)quinazoline-4-yl)benzamide O1COC2=C1C=CC(=C2)CNC(C2=CC=C(C=C2)C2=NC=NC1=CC(=C(C=C21)OC)OCCCN2CCN(CC2)C)=O